C1(CCCC1)C1=NNC(=C1)C=1C(=NC(=NC1)N)N (3-cyclopentyl-1H-pyrazol-5-yl)pyrimidine-2,4-diamine